N-2-aminoethyl-2,3,4,5,6-pentahydroxyhexanamide NCCNC(C(C(C(C(CO)O)O)O)O)=O